SCCCS(=O)(=O)[O-] 3-mercaptopropane-1-sulfonate